(7s,10S)-10-((E)-4-chlorobut-1-en-1-yl)-7-isopropyl-4,4-dimethyl-9-oxa-16-thia-3,6,13,18-tetraazabicyclo[13.2.1]octadeca-1(17),15(18)-diene-2,5,8,12-tetraone ClCC/C=C/[C@H]1OC([C@@H](NC(C(NC(C2=CSC(CNC(C1)=O)=N2)=O)(C)C)=O)C(C)C)=O